C(C)(C)(C)OC(=O)N1C[C@H](CCC1)COC1=NC=2N(C(=N1)NCC1=CC(=CC=C1)[N+](=O)[O-])N=CC2C(C)C (S)-3-(((8-isopropyl-4-((3-Nitrobenzyl)amino)pyrazolo[1,5-a][1,3,5]triazin-2-yl)oxy)methyl)piperidine-1-carboxylic acid tert-butyl ester